(R)-10-Bromo-8-fluoro-1,2,4a,5-tetrahydro-4H-benzo[b][1,4]oxazino[4,3-d][1,4]oxazine BrC1=CC(=CC=2OC[C@@H]3N(C21)CCOC3)F